C(C)(C)(C)OC(=O)N1CCN(CC1)C1=C(C=C(C(=C1)C)[N+](=O)[O-])F 4-(2-fluoro-5-methyl-4-nitrophenyl)piperazine-1-carboxylic acid tert-butyl ester